[O-]S(=O)(=O)C(F)(F)F.C(CCCC)[N+]1=C(C=CC=C1)CCCC 1-pentyl-2-butylpyridinium triflate